N1N=CC2=CC(=CC=C12)NC=1N=CC2=C(N1)N(C(C=C2C)=O)C2CCCCCC2 2-((1H-indazol-5-yl)amino)-5-methyl-8-(cycloheptyl)pyrido[2,3-d]pyrimidin-7(8H)-one